3,7-dimethyl-5-methyleneoctyl propyl oxalate C(C(=O)OCCC)(=O)OCCC(CC(CC(C)C)=C)C